N1(N=CC=C1)C1=CC=C(C=C1)C1=CC(=NN1)NC=1C=CC2=C(OCC(N2)=O)C1 7-((5-(4-(1H-pyrazol-1-yl)phenyl)-1H-pyrazol-3-yl)amino)-2H-benzo[b][1,4]oxazin-3(4H)-one